methyl 3,4-bis-(bromomethyl)benzoate BrCC=1C=C(C(=O)OC)C=CC1CBr